SCSC(C(SCS)SCS)SC1CSCS1 5-{1,2-bis(mercaptomethylthio)-4-mercapto-3-thiabutylthio}-1,3-dithiolane